5-vinyl-quinuclidin-1-ium bromide [Br-].C(=C)C1C2CC[NH+](C1)CC2